ClC1=NC=C(C(=N1)C(C(=O)OC)(C(=O)OC)C)Cl dimethyl (2,5-dichloropyrimidin-4-yl)(methyl)propanedioate